COC1=CC=C(C(=O)C=2C(OC3=C4C2C2=CC=CC=C2C(C4=C(C=C3)OC)=O)=O)C=C1 1-(4-methoxy-benzoyl)-6-methoxy-naphtho[1,2,3-de]benzopyran-2,7-dione